(R)-(1-((8-bromoimidazo[1,2-a]pyridin-2-yl)methyl)piperidin-3-yl)carbamic acid tert-butyl ester C(C)(C)(C)OC(N[C@H]1CN(CCC1)CC=1N=C2N(C=CC=C2Br)C1)=O